(4-(4-(benzo[d]thiazol-5-ylamino)quinolin-6-yl)-3-methoxyphenyl)(4-methylpiperazin-1-yl)methanone S1C=NC2=C1C=CC(=C2)NC2=CC=NC1=CC=C(C=C21)C2=C(C=C(C=C2)C(=O)N2CCN(CC2)C)OC